C(C)OC(=O)C=1OC(=NN1)N1CC2(C1)C[C@@H](CC2)N2CCC(CC2)C2=C(C=CC=C2)O (R)-5-(6-(4-(2-hydroxyphenyl)piperidin-1-yl)-2-azaspiro[3.4]oct-2-yl)-1,3,4-oxadiazole-2-carboxylic acid ethyl ester